(4-cyclopropyl-1H-imidazol-1-yl)-N-(6-(4-isopropyl-4H-1,2,4-triazol-3-yl)pyridin-2-yl)imidazo[1,2-a]pyridine-2-carboxamide C1(CC1)C=1N=CN(C1)C1=C(N=C2N1C=CC=C2)C(=O)NC2=NC(=CC=C2)C2=NN=CN2C(C)C